6-(4-bromophenyl)-4-(3-methoxybenzyl)-4,6-diazaspiro[2.4]heptan-5-one BrC1=CC=C(C=C1)N1C(N(C2(CC2)C1)CC1=CC(=CC=C1)OC)=O